ClC=1C=CC=2N(C1)C(=CN2)C(=O)NC=2C=C(C=C(C2C)F)C2=NC(=NO2)C2CN(C2)C(=O)OC methyl 3-(5-(3-(6-chloroimidazo[1,2-a]pyridine-3-carboxamido)-5-fluoro-4-methylphenyl)-1,2,4-oxadiazol-3-yl)azetidine-1-carboxylate